FC1=C(C(=O)NCC2CCC(CC2)C2=NC(=NO2)C2=NC=C(N=C2)C(F)(F)F)C=C(C(=C1F)O)F 2,3,5-trifluoro-4-hydroxy-N-{[(1r,4r)-4-{3-[5-(trifluoromethyl)pyrazin-2-yl]-1,2,4-oxadiazol-5-yl}cyclohexyl]methyl}benzamide